FC(COP(=O)(OCC(C(F)(F)F)(F)F)OCC(C(F)(F)F)(F)F)(C(F)(F)F)F tris(2,2,3,3,3-pentafluoropropyl)phosphate